iodomesitylene bis(3,3-difluorocyclobutanecarboxylate) FC1(CC(C1)C(=O)O)F.FC1(CC(C1)C(=O)O)F.IC1=C(C=C(C=C1C)C)C